COC(=O)C1=CC=C(C=C1)[C@H]1N(CCC(C1)CC=O)C(=O)OCC1=CC=CC=C1 benzyl (2S)-2-(4-(methoxycarbonyl)phenyl)-4-(2-oxoethyl)piperidine-1-carboxylate